C(#N)C1=CC=C2C(=CNC2=C1)C[C@@H](C(=O)N[C@H](C(=O)OC(C)C)CCC(C=[N+]=[N-])=O)O isopropyl (S)-2-((S)-3-(6-cyano-1H-indol-3-yl)-2-hydroxypropanamido)-6-diazo-5-oxohexanoate